C1CNCC2CN3CCOC=4N=C5C=CN=CC5=C(C34)N12 2,3,4,4a,6,7-hexahydro-8-oxa-3,5a,9,12,13c-pentazanaphtho[3,2,1-de]anthracene